[Cl-].C(CCCCCCCCCCCCCC)[N+](CCC[Si](OCC)(OCC)OCC)(C)C pentadecyldimethyl-(3-triethoxysilylpropyl)ammonium chloride